OCC1C(N(CC1)C(=O)OC(C)(C)C)C(=O)OCC 1-(t-butyl) 2-ethyl 3-(hydroxymethyl)pyrrolidin-1,2-dicarboxylate